tert-butyl (E)-5-(1-methylcyclobutyl)-3-pentenoate CC1(CCC1)C/C=C/CC(=O)OC(C)(C)C